N1N=CC(=C1)C1=CC=C(C=C1)NC1=NC(=NC=C1)C1=CC=C2C=C(NC2=C1)C(=O)N(C1CNCC1)C 6-(4-((4-(1H-pyrazol-4-yl)phenyl)-amino)-pyrimidin-2-yl)-N-methyl-N-(pyrrolidin-3-yl)-1H-indole-2-carboxamide